C(C)(=O)ON=C(C(C)=O)C 3-(acetoxy(imino))butane-2-one